L-3-Benzothienyl-alanine S1C=C(C2=C1C=CC=C2)N[C@@H](C)C(=O)O